ClC1=CC=C(C=C1)S(=O)(=O)N1C=C(C=C1C1=CC=C(C=C1)F)CNC([2H])([2H])[2H] N-((1-((4-chlorophenyl)sulfonyl)-5-(4-fluorophenyl)-1H-pyrrol-3-yl)methyl)methane-d3-amine